Flavonium [O+]1=C(CC(=O)C2=CC=CC=C12)C1=CC=CC=C1